racemic-7-(4-chloro-2-fluoro-3-(1-(1-(4-fluorophenyl)ethyl)-1H-pyrazol-4-yl)phenyl)-[1,2,4]triazolo[1,5-a]pyridin-2-amine ClC1=C(C(=C(C=C1)C1=CC=2N(C=C1)N=C(N2)N)F)C=2C=NN(C2)[C@H](C)C2=CC=C(C=C2)F |r|